C(C1=CC=CC=C1)OC1=C(C=CC(=C1)OC(F)F)B1OC(C(O1)(C)C)(C)C 2-(2-(benzyloxy)-4-(difluoromethoxy)phenyl)-4,4,5,5-tetramethyl-1,3,2-dioxaborolane